C(#N)C(=CC1=CC=C(C=C1)OCCCCCCCCCCCCCCCCCC)C1=C(C=C(C(=C1)OC)C(=CC1=CC=C(C=C1)OCCCCCCCCCCCCCCCCCC)C#N)OC 1,4-bis(α-cyano-4-octadecyloxystyryl)-2,5-dimethoxybenzene